ClC[C@H](COCCCl)C (S)-1-chloro-3-(2-chloroethoxy)-2-methylpropane